FC(N1N=NC2=C1C=CC(=C2)OC2=C(C=C(C=C2)NC2=NC=NC1=C2N=C(N=C1)N1CCN(CC1)C(C=C)=O)C)F 1-(4-(8-((4-((1-(difluoromethyl)-1H-benzo[d][1,2,3]triazol-5-yl)oxy)-3-methylphenyl)amino)pyrimido[5,4-d]pyrimidin-2-yl)piperazin-1-yl)prop-2-en-1-one